(R)-1-(4-(3-Benzylmorpholino)phenyl)-5,7-difluoro-1H-benzo[d][1,2,3]triazol-6-ol C(C1=CC=CC=C1)[C@@H]1COCCN1C1=CC=C(C=C1)N1N=NC2=C1C(=C(C(=C2)F)O)F